O=C1NC(CCC1N1C(C2=CC=CC(=C2C1=O)N1CC(CC1)C=O)=O)=O 1-[2-(2,6-dioxopiperidin-3-yl)-1,3-dioxo-2,3-dihydro-1H-isoindol-4-yl]pyrrolidine-3-carbaldehyde